2-(4-fluoro-4-(((3S,4r,5R)-3,4,5-tris(benzyloxy)piperidin-1-yl)methyl)piperidin-1-yl)-6-(trifluoromethyl)pyridine FC1(CCN(CC1)C1=NC(=CC=C1)C(F)(F)F)CN1C[C@@H](C([C@@H](C1)OCC1=CC=CC=C1)OCC1=CC=CC=C1)OCC1=CC=CC=C1